Cl.C(C1=CC=CC=C1)OC[C@H](NC)C(=O)OCC1=CC(=NC(=C1)Cl)Cl (2,6-Dichloropyridin-4-yl)methyl O-benzyl-N-methyl-L-serinate hydrochloride